(4R,5R)-5-(4-hydroxyphenyl)-2,3,4,5-tetrahydrobenzo[b]thiepine 1,1-dioxide OC1=CC=C(C=C1)[C@@H]1C2=C(S(CCC1)(=O)=O)C=CC=C2